BrC1C(OC2=CC(=C(C=C2C1=O)C1CC1)O[Si](C(C)C)(C(C)C)C(C)C)(C)C 3-bromo-6-cyclopropyl-2,2-dimethyl-7-((triisopropylsilyl)oxy)chroman-4-one